FC(C(C(=O)O)=O)(F)F 3,3,3-trifluoro-2-oxo-propionic acid